FC(C(C(I)F)(F)F)F 1,1,2,2,3-pentafluoro-3-iodo-propane